C(C)(C)(C)OC(=O)N1CCN(CC1)C1=NC=CC(=C1)C=1C(=C(C=C(C1)F)C1=CC(=C(C=C1)N1C(SC=C1)=O)Cl)OC 4-(4-(3'-chloro-5-fluoro-2-methoxy-4'-(2-oxothiazol-3(2H)-yl)-[1,1'-biphenyl]-3-yl)pyridin-2-yl)piperazine-1-carboxylic acid tert-butyl ester